[Br-].C[N+](CCCCCCCCCCCCCCCCCC)(CCCCCCCCCCCCCCCCCC)C Dimethyldioctadecylammonium, Bromide Salt